OCCOC1=NC(=CC(=C1)C=1C=C(C=CC1C)NC(=O)N1C[C@@H](CC1)OCC(F)(F)F)N1CCOCC1 (3R)-N-[3-[2-(2-hydroxyethoxy)-6-(morpholin-4-yl)pyridin-4-yl]-4-methylphenyl]-3-(2,2,2-trifluoroethoxy)pyrrolidine-1-carboxamide